2,4-Didodecyloxybenzyl alcohol C(CCCCCCCCCCC)OC1=C(CO)C=CC(=C1)OCCCCCCCCCCCC